3,3,3-trifluoro-N-[2-fluoro-4-[2-[[(3S,5R)-5-(fluoromethyl)-3-piperidyl]amino]-8-iso-propyl-7-oxo-pteridin-6-yl]phenyl]propane-1-sulfonamide FC(CCS(=O)(=O)NC1=C(C=C(C=C1)C1=NC=2C=NC(=NC2N(C1=O)C(C)C)N[C@@H]1CNC[C@@H](C1)CF)F)(F)F